C=1(O)C(=C(O)C(=CC1)CCO)CCO resorcinoldiethanol